CC1(CC1)C1=CC=C(C=C1)C1CCN(CC1)C(=O)C1CC2(C1)NC(OC2)=O (2s,4s)-2-(4-(4-(1-methylcyclopropyl)phenyl)piperidine-1-carbonyl)-7-oxa-5-azaspiro[3.4]octan-6-one